4,4'-bis-(chloromethyl)-biphenyl ClCC1=CC=C(C=C1)C1=CC=C(C=C1)CCl